COC(=O)C1CCN(CC1)CC=1C(=NC(=C(C1)C)C1CN(C1)C1=C(C=CC=C1Cl)Cl)C.C(C(=C)C)(=O)OCC(COCCOCC(COC(C(=C)C)=O)O)O 1,2-bis(3-methacryloyloxy-2-hydroxypropoxy)ethane methyl-1-((6-(1-(2,6-dichlorophenyl)azetidin-3-yl)-2,5-dimethylpyridin-3-yl)methyl)piperidine-4-carboxylate